[5-amino-1-(2-methyl-3H-benzimidazol-5-yl)pyrazol-4-yl]-(1H-indol-2-yl)methanone NC1=C(C=NN1C1=CC2=C(N=C(N2)C)C=C1)C(=O)C=1NC2=CC=CC=C2C1